CN1C(O[C@H](C1)COC=1C=C(C(=O)N[C@H](C)C=2C=NC(=NC2)C(F)(F)F)C=C(C1)C=1SC(=CN1)C)=O 3-{[(5R)-3-methyl-2-oxo-1,3-oxazolidin-5-yl]methoxy}-5-(5-methyl-1,3-thiazol-2-yl)-N-{(1R)-1-[2-(trifluoromethyl)pyrimidin-5-yl]ethyl}benzamide